C(C)(C)N1CCN(CC1)C1=CC=C(C=C1)[C@@H]1N(C[C@H](CC1)C)C(=O)OC(C)(C)C |r| rac-tert-butyl (2R,5S)-2-[4-(4-isopropylpiperazin-1-yl)phenyl]-5-methyl-piperidine-1-carboxylate